C1(CCCCC1)NCC(CS(=O)(=O)[O-])O 3-(cyclohexylamino)-2-hydroxy-1-propanesulfonate